C(C)(C)[Si](C#CC1=CC(=CC2=CC=CC=C12)OCOC)(C(C)C)C(C)C triisopropyl-((3-(methoxymethoxy)naphthalen-1-yl)ethynyl)silane